1-[(3-amino-4-quinolyl)amino]-2-methyl-propan-2-ol NC=1C=NC2=CC=CC=C2C1NCC(C)(O)C